NC=1C(=C(C=CC1F)NC(OC(C)(C)C)=O)F t-butyl (3-amino-2,4-difluorophenyl)carbamate